Tertiary butyl-isopropyl-amine C(C)(C)(C)NC(C)C